C(#N)N1[C@H]2[C@@H](C[C@@H]1CC2)NC(=O)[C@@H]2CN(CC2)C2=C(C=CC(=C2)Cl)Cl (3S)-N-((1R,2R,4S)-7-cyano-7-azabicyclo[2.2.1]heptan-2-yl)-1-(2,5-dichlorophenyl)-3-pyrrolidinecarboxamide